prostaene C=CCCCCC[C@H]1CCC[C@@H]1CCCCCCCC